7,8-Dimethyl-9-(2-pyrimidinyl)-1,2,3,9-tetrahydrocarbazol-4-one CC1=CC=C2C=3C(CCCC3N(C2=C1C)C1=NC=CC=N1)=O